COC1=CC=C(C(C2=CC=C(C=C2)OC)(C2=CC=CC=C2)OC[C@@H]2[C@H]([C@H]([C@@H](O2)N2C(=O)NC(=O)C=C2)O[Si](C)(C)C(C)(C)C)O)C=C1 5'-O-(4,4'-dimethoxytrityl)-2'-O-t-butyldimethylsilyl-uridine